4-(2-(4-(N,N-dimethylsulfamoyl)phenoxy)ethyl)-N-hydroxy-3-oxo-3,4-dihydro-2H-benzo[b][1,4]oxazine-6-carboxamide CN(S(=O)(=O)C1=CC=C(OCCN2C3=C(OCC2=O)C=CC(=C3)C(=O)NO)C=C1)C